N-(5-Fluoropyrimidin-2-yl)-[1,2,4]triazolo[4,3-a]quinoline-4-carboxamide FC=1C=NC(=NC1)NC(=O)C=1C=2N(C3=CC=CC=C3C1)C=NN2